Cl.Cl.CN1N=CC(=C1)C=1C=C(C=2N(C1)N=CC2C#N)C=2C=NC(=CC2)N2CCNCC2 6-(1-methyl-pyrazol-4-yl)-4-(6-piperazin-1-yl-3-pyridyl)pyrazolo[1,5-a]pyridine-3-carbonitrile dihydrochloride